6-chloro-4-(cyclohexylamino)nicotinamide ClC1=NC=C(C(=O)N)C(=C1)NC1CCCCC1